N-[(4-ethenyl-3-fluoro-5-nitrophenyl)methyl]-N-(2-methanesulfonylpyridin-3-yl)-2-(trifluoromethyl)pyrimidine-5-carboxamide C(=C)C1=C(C=C(C=C1[N+](=O)[O-])CN(C(=O)C=1C=NC(=NC1)C(F)(F)F)C=1C(=NC=CC1)S(=O)(=O)C)F